ClC1=CC=C(C=C1)C=CC(=O)O 3-(4-chlorophenyl)-2-propenoic acid